C(=O)(OCC)CC=P(C1=CC=CC=C1)(C1=CC=CC=C1)C1=CC=CC=C1 (Carbethoxyethylidene)triphenylphosphorane